ClC=1C(=C(C=CC1)NC1=NC=NC2=CC(=C(C=C12)N)C#CC1(CN(C1)C)C)F N4-(3-chloro-2-fluorophenyl)-7-((1,3-dimethylazetidin-3-yl)ethynyl)quinazoline-4,6-diamine